ClC=1C=C(C=CC1F)NC(N(C)[C@@H]1COCC=2N=C(C=3C=C(C(=CC3C21)F)F)NCCO)=O (S)-3-(3-chloro-4-fluorophenyl)-1-(8,9-difluoro-6-((2-hydroxyethyl)amino)-1,4-dihydro-2H-pyrano[3,4-c]isoquinolin-1-yl)-1-methylurea